(R)-(1,3-dimethyl-azetidin-3-yl)-[5-(5-isopropyl-[1,2,4]Oxadiazol-3-yl)-pyridin-3-yl]-(4-isopropyl-phenyl)-methanol CN1CC(C1)(C)[C@](O)(C1=CC=C(C=C1)C(C)C)C=1C=NC=C(C1)C1=NOC(=N1)C(C)C